methyl (S)-4-(4-(2-(acetoxymethyl)-4-methylenepyrrolidine-1-carbonyl)-2-methoxy-5-nitrophenoxy)butanoate C(C)(=O)OC[C@H]1N(CC(C1)=C)C(=O)C1=CC(=C(OCCCC(=O)OC)C=C1[N+](=O)[O-])OC